C(#N)C=1SC2=C(N1)C=CC(=C2)CN(C(=O)O)C(=O)O N-(2-cyanobenzothiazole-6-ylmethyl)iminodicarboxylic acid